C(=O)C1=C(C=CC=C1)/C=C/C(=O)O (E)-3-(2-formylphenyl)acrylic acid